N1(CCCCC1)CC=1C=C(C=NC1)C=1C=C2C(=NNC2=CC1)C(=O)NC=1C=NC(=CC1)OC(C)C 5-[5-(piperidin-1-ylmethyl)pyridin-3-yl]-N-(6-propan-2-yloxypyridin-3-yl)-1H-indazole-3-carboxamide